F.C(C)N ethylamine hydrogen fluoride salt